FC1=C(C=C(CS(=NS(=O)(=O)C2=CC=C(C=C2)[N+](=O)[O-])(=O)C)C=C1)C=O N-((4-fluoro-3-formylbenzyl)(methyl)(oxo)-λ6-sulfanylidene)-4-nitrobenzenesulfonamide